(R)-2-(((benzyloxy)carbonyl)amino)-3,3-dicyclohexylpropionic acid methyl ester COC([C@@H](C(C1CCCCC1)C1CCCCC1)NC(=O)OCC1=CC=CC=C1)=O